N-[5-(pyrazin-2-yl)pyridin-2-yl]acetamide N1=C(C=NC=C1)C=1C=CC(=NC1)NC(C)=O